CC1(C=2N(C=3C=CC(=CC13)S(=O)(=O)[O-])CCC1C2C=C2C(O1)CC[N+]=1C3=C(C(C12)(C)C)C=CC=C3)C 16,16,18,18-tetramethyl-6,7,7a,8a,9,10,16,18-octahydrobenzo[2'',3'']indolizino[8'',7'':5',6']pyrano[3',2':3,4]pyrido[1,2-a]indol-5-ium-14-sulfonate